3-methoxy-N-methyl-4-{[3-(4-{[(1R,4R)-4-(morpholin-4-yl)cyclohexyl]amino}-1-(2,2,2-trifluoro-ethyl)-1H-indol-2-yl)prop-2-yn-1-yl]amino}benzene-1-sulfonamide COC=1C=C(C=CC1NCC#CC=1N(C2=CC=CC(=C2C1)NC1CCC(CC1)N1CCOCC1)CC(F)(F)F)S(=O)(=O)NC